ClC1=CC(=C2N=CC(=NC2=C1)OC)C=1SC2=C(N1)C=C(C(=C2)O[C@H]([C@@H](C)O)C)F (2R,3S)-3-((2-(7-chloro-2-methoxyquinoxalin-5-yl)-5-fluorobenzo[d]thiazol-6-yl)oxy)butan-2-ol